C1=CC=C(C=2C3=CC=CC=C3NC12)OS(=O)(=O)C(F)(F)F.CC1(OB(OC1(C)C)C=1CCN(CC1)C(=O)OC(C)(C)C)C tert-butyl 4-(4,4,5,5-tetramethyl-1,3,2-dioxaborolan-2-yl)-3,6-dihydropyridine-1(2H)-carboxylate carbazole-4-yl-trifluoromethanesulfonate